(R)-N-(4-methoxy-2-morpholino-5-((6-(3-(3-phenoxy-phenyl)isoxazolidin-2-yl)pyrimidin-4-yl)amino)-phenyl)acrylamide COC1=CC(=C(C=C1NC1=NC=NC(=C1)N1OCC[C@@H]1C1=CC(=CC=C1)OC1=CC=CC=C1)NC(C=C)=O)N1CCOCC1